2-({6-[(1,3-Benzothiazol-2-yl)amino]-5-methylpyridazin-3-yl}(methyl)amino)-5-[3-(2-fluorophenoxy)propyl]-1,3-thiazole-4-carboxylic acid S1C(=NC2=C1C=CC=C2)NC2=C(C=C(N=N2)N(C=2SC(=C(N2)C(=O)O)CCCOC2=C(C=CC=C2)F)C)C